[Cl-].OC(COCCOCC[N+](C)(C)C)CCCCCCCCCC 2-[(2-hydroxydodecoxy)ethoxy]ethyl-trimethyl-ammonium chloride